C(C=C)(=O)OCCCCOC(=O)OC1=CC=C(C(=O)OC2=C(C=C(C=C2)OC(C2=CC=C(C=C2)OC(=O)OCCCCOC(C=C)=O)=O)C)C=C1 2-methyl-1,4-phenylene bis(4-(((4-(acryloyloxy) butoxy) carbonyl) oxy) benzoate)